C(=C)(C)C1=CC=C(C(=O)NCCC[Si](OCCC)(OCCC)C2=CC=CC=C2)C=C1 [3-(p-isopropenylbenzoylamino)propyl]phenyldipropoxysilane